C(C1=CC=CC=C1)C1CCN(CC1)C1(NC2=CC=C(C=C2C1)C(=O)N)C(=O)N 2-(4-benzylpiperidin-1-yl)-1H-indol-2,5-dicarboxamide